nickel-copper-iron-chromium [Cr].[Fe].[Cu].[Ni]